ClC=1C=C(C=CC1C(F)(F)F)NC(=O)N1[C@@H]2CC[C@H]1CC=1N=CN=CC12 (5R,8S)-N-(3-chloro-4-(trifluoromethyl)phenyl)-6,7,8,9-tetrahydro-5H-5,8-epiminocyclohepta-[d]pyrimidine-10-carboxamide